ClC=1C=CC2=C([C@@H](C[C@@H](O2)C(=O)NC23[C@H](CC(CC2)(CC3)NC(COC3=CC(=C(C=C3)Cl)F)=O)O)O)C1 (2R,4R)-6-chloro-N-{(2S)-4-[2-(4-chloro-3-fluorophenoxy)acetamido]-2-hydroxybicyclo[2.2.2]oct-1-yl}-4-hydroxy-3,4-dihydro-2H-1-benzopyran-2-carboxamide